C[C@@H]1CC2=NN3C(CNCCC3)=C2C(N1C(=O)OC(C)(C)C)=O (R)-tert-butyl 3-methyl-1-oxo-3,4,8,9,10,11-hexahydro-1H-pyrido[4',3':3,4]pyrazolo[1,5-a][1,4]diazepine-2(7H)-carboxylate